ClC1=CC=C2C(=CC=NC2=C1)N1CCN(CC1)C(=O)C1CN(CCC1)C(=O)C1=CC=NC=C1 (4-(7-chloroquinolin-4-yl)piperazin-1-yl)(1-(pyridine-4-ylcarbonyl)piperidin-3-yl)methanone